C(C1=CC=CC=C1)OC(=O)N[C@H](C(=O)O)[C@@H](C)O (2s,3r)-2-(((benzyloxy)carbonyl)amino)-3-hydroxybutyric acid